C(C(CCO)O)O 1,2,4-Butantriol